ClC=1C=C2C=CC(=NC2=CC1)C(=O)NN1CCC(CC1)NC(OC(C)(C)C)=O tert-butyl (1-(6-chloroquinoline-2-carboxamido)piperidin-4-yl)carbamate